3-cyclopropyl-4-ethynylpyrazole C1(CC1)C1=NNC=C1C#C